Cl.C(C)N1C=[N+](C=C1)C 1-ethyl-3-methylimidazolium hydrochloride